OCCOCCOCCOCCOCCN1C(C2=CC=CC=C2C1=O)=O 2-(14-Hydroxy-3,6,9,12-tetraoxatetradecyl)isoindoline-1,3-dione